1-phenyl-3-(2-methylphenyl)-1-propyne C1(=CC=CC=C1)C#CCC1=C(C=CC=C1)C